(6-methoxy-3-pyridinyl)methanone COC1=CC=C(C=N1)C=O